8-{3-[(ethanesulfonyl)methyl]azetidin-1-yl}-N-{3-[(3R,4S)-3-fluoro-4-methoxy-piperidin-1-yl]-1,2,4-triazin-5-yl}-5-(propan-2-yl)isoquinolin-3-amine C(C)S(=O)(=O)CC1CN(C1)C=1C=CC(=C2C=C(N=CC12)NC=1N=C(N=NC1)N1C[C@H]([C@H](CC1)OC)F)C(C)C